ClC=1C=2C(N=C3N(C2C=CC1)C1=CC=C(C=C1C31CCCCC1)CC1CCN(CC1)CC1CCN(CC1)C(=O)OC(C)(C)C)=O tert-butyl 4-((4-((4'-chloro-5'-oxo-5'H-spiro[cyclohexane-1,7'-indolo[1,2-a]quinazolin]-9'-yl)methyl)piperidin-1-yl)methyl)piperidine-1-carboxylate